FCCN1N=CC2=CC=C(C=C12)CO (1-(2-fluoroethyl)-1H-indazol-6-yl)methanol